(4-((2-amino-3-chloropyridin-4-yl)oxy)-3-fluorophenyl)-5-ethyl-1-phenyl-1H-pyrazole-4-carboxamide NC1=NC=CC(=C1Cl)OC1=C(C=C(C=C1)C1=NN(C(=C1C(=O)N)CC)C1=CC=CC=C1)F